tetraphenylporphyrin tin perchlorate Cl(=O)(=O)(=O)[O-].[Sn+4].C1(=CC=CC=C1)C1=C2C=CC(C(=C3C=CC(=C(C=4C=CC(=C(C5=CC=C1N5)C5=CC=CC=C5)N4)C4=CC=CC=C4)N3)C3=CC=CC=C3)=N2.Cl(=O)(=O)(=O)[O-].Cl(=O)(=O)(=O)[O-].Cl(=O)(=O)(=O)[O-]